3-[4-[2-(3,5-dimethylpyrazol-1-yl)ethyl]phenyl]-5-(trifluoromethyl)-1,2,4-oxadiazole CC1=NN(C(=C1)C)CCC1=CC=C(C=C1)C1=NOC(=N1)C(F)(F)F